((2R,3S,4R,5R)-5-(3,5-Dioxo-4,5-Dihydro-1,2,4-Triazin-2(3H)-yl)-3,4-Dihydroxytetrahydrofuran-2-yl) Methyl-D-Valinate CN[C@H](C(C)C)C(=O)O[C@H]1O[C@H]([C@@H]([C@@H]1O)O)N1N=CC(NC1=O)=O